C(N)(=O)C=1C=C(C=CC1)NC(C1=C(C=C(C=C1)C(F)(F)F)OC1=C(C=C(C=C1)OC)Cl)=O N-(3-carbamoylphenyl)-2-[2-chloro-4-(methoxy)phenoxy]-4-(trifluoromethyl)benzamide